3,6-bis(o-carboxybenzoyl)-N-isopropylcarbazole C(=O)(O)C1=C(C(=O)C=2C=CC=3N(C4=CC=C(C=C4C3C2)C(C2=C(C=CC=C2)C(=O)O)=O)C(C)C)C=CC=C1